BrCC(=O)NC1=C(C=C(C=C1)C(F)F)Cl 2-bromo-N-(2-chloro-4-(difluoromethyl)phenyl)acetamide